sodium ((hydroxymethyl)amino)acetate OCNCC(=O)[O-].[Na+]